C(C)OC1=C(OCC2CN(CCO2)C(=O)OC(C)OC([C@@H](N)CC2=CC=CC=C2)=O)C=CC=C1 1-((L-phenylalanyl)oxy)ethyl 2-((2-ethoxyphenoxy)methyl)morpholine-4-carboxylate